ClC1=NC=CC(=C1Cl)OC1=CC=2C=3N(C=NC2C=C1)CCCN3 10-((2,3-dichloropyridin-4-yl)oxy)-3,4-dihydro-2H-pyrimido[1,2-c]quinazoline